Tert-Butyl (E)-3-(3-((diethoxyphosphoryl)difluoromethyl)phenyl)but-2-enoate C(C)OP(=O)(OCC)C(C=1C=C(C=CC1)/C(=C/C(=O)OC(C)(C)C)/C)(F)F